N-(4-(5-(3-(4-chlorophenoxy)propyl)-2,3,4,5-tetrahydro-1H-benzo[b][1,4]diazepine-1-Carbonyl)phenyl)-[1,1'-biphenyl]-2-carboxamide ClC1=CC=C(OCCCN2C3=C(N(CCC2)C(=O)C2=CC=C(C=C2)NC(=O)C=2C(=CC=CC2)C2=CC=CC=C2)C=CC=C3)C=C1